C(CCCCCCCCCCC)N.[Na] sodium N-dodecylamine